C[C@@H]1O[C@@H](CN(C1)CC1=CC(=NC(=C1)NC=1SC(=CN1)C=1OC(=NN1)C1=CC=CC=C1)C1=C(C=CC=C1)CO)C (2-(4-(((2S,6R)-2,6-dimethylmorpholino)methyl)-6-((5-(5-phenyl-1,3,4-oxadiazole-2-yl)thiazol-2-yl)amino)pyridin-2-yl)phenyl)methanol